1-(2,3-dimethoxyphenyl)-9H-pyrido[3,4-b]indol-3-amine COC1=C(C=CC=C1OC)C1=NC(=CC2=C1NC1=CC=CC=C21)N